monopotassium itaconic acid C(C(=C)CC(=O)O)(=O)O.[K]